3,5'-dichloro-4-((3,5-difluoropyridin-2-yl)methoxy)-2'-(2-(2-Hydroxypropan-2-yl)thiazol-4-yl)-6-methyl-2H-[1,4'-bipyridyl]-2-one ClC=1C(N(C(=CC1OCC1=NC=C(C=C1F)F)C)C1=CC(=NC=C1Cl)C=1N=C(SC1)C(C)(C)O)=O